(1R,2S,5S)-8-(7-Chloro-8-fluoro-2-(((2R,7aS)-2-fluorotetrahydro-1H-pyrrolizin-7a(5H)-yl)methoxy)pyrido[4,3-d]pyrimidin-4-yl)-8-azabicyclo[3.2.1]octan-2-ol ClC1=C(C=2N=C(N=C(C2C=N1)N1[C@H]2[C@H](CC[C@@H]1CC2)O)OC[C@]21CCCN1C[C@@H](C2)F)F